CN1C(=NN=C1)C1=C(C=CC=C1)C1=CC(=CC=C1)C=1OC2=C(N1)C=C(C=C2C(F)(F)F)C(=O)OC Methyl 2-(2'-(4-methyl-4H-1,2,4-triazol-3-yl)-[1,1'-biphenyl]-3-yl)-7-(trifluoromethyl)benzo[d]oxazole-5-carboxylate